CC(OCCO)(C(OCCO)(C)C)C 4,4,5,5-tetramethyl-3,6-dioxa-1,8-octanediol